2-(3-bromo-4-methoxyphenyl)-5-methyl-6-nitrobenz[d]thiazole BrC=1C=C(C=CC1OC)C=1SC2=C(N1)C=C(C(=C2)[N+](=O)[O-])C